ClC=1C=C(C=CC1OC1CC1)[C@H]([C@@H](CN1CCCC1)NC(OC1CC2=CC=CC=C2C1)=O)O 2,3-dihydro-1H-inden-2-yl ((1R,2R)-1-(3-chloro-4-cyclopropoxyphenyl)-1-hydroxy-3-(pyrrolidin-1-yl)propan-2-yl)carbamate